tert-butyl 6-(bromomethyl)-2-azaspiro[3.3]heptane-2-carboxylate BrCC1CC2(CN(C2)C(=O)OC(C)(C)C)C1